ClC=1C=C2C=C(NC2=CC1OCC1=CC(=NO1)C)CNC(=O)NCC(F)F 1-((5-chloro-6-((3-methylisoxazol-5-yl)methoxy)-1H-indol-2-yl)methyl)-3-(2,2-difluoroethyl)urea